2-(difluoromethoxy)nicotinic acid methyl ester COC(C1=C(N=CC=C1)OC(F)F)=O